3-(4-chloro-2-(methylamino)-2,3-dihydro-1H-inden-5-yl)-6-((1-(4,4-difluoro-3-(3-fluoro-1H-pyrazol-1-yl)butyryl)-4-hydroxypiperidin-4-yl)methyl)isothiazolo[4,3-d]pyrimidin-7(6H)-one ClC1=C2CC(CC2=CC=C1C=1SN=C2C1N=CN(C2=O)CC2(CCN(CC2)C(CC(C(F)F)N2N=C(C=C2)F)=O)O)NC